3-(2-acryloyloxyethyl)-3-ethyloxetane C(C=C)(=O)OCCC1(COC1)CC